(4-chloro-2-(((2R,7aS)-2-fluorotetrahydro-1H-pyrrolizin-7a(5H)-yl)methoxy)-6-methylpyrimidin-5-yl)methanol ClC1=NC(=NC(=C1CO)C)OC[C@]12CCCN2C[C@@H](C1)F